C(#N)C1=CC(=CC=2SC3=CC=CC=C3C(C12)=O)Cl 1-cyano-3-chlorothioxanthone